BrC1=CC=CC=2C3=CC=CC=C3N(C12)C1=CC=2C(C3=CC=CC=C3C2C=C1)(C)C bromo-9-(9,9-dimethyl-9H-fluoren-2-yl)-9H-carbazole